N-(tert-butyl)-3-((2-((6-(4-((5-(2,4-dioxotetrahydropyrimidin-1(2H)-yl)pyridin-2-yl)methyl)piperazin-1-yl)pyridazin-3-yl)amino)-5-methylpyrimidin-4-yl)amino)benzenesulfonamide C(C)(C)(C)NS(=O)(=O)C1=CC(=CC=C1)NC1=NC(=NC=C1C)NC=1N=NC(=CC1)N1CCN(CC1)CC1=NC=C(C=C1)N1C(NC(CC1)=O)=O